4-(((trans)-4-(quinolin-6-yl)cyclohexyl)thio)-1H-1,2,3-triazole-5-carboxylic acid 2,2,2-trifluoroacetate FC(C(=O)O)(F)F.N1=CC=CC2=CC(=CC=C12)[C@@H]1CC[C@H](CC1)SC=1N=NNC1C(=O)O